4-(3-(cyclopropylmethoxy)-4-(difluoromethoxy)phenethyl)-1-(difluoro-methyl)pyridin-2(1H)-one C1(CC1)COC=1C=C(CCC2=CC(N(C=C2)C(F)F)=O)C=CC1OC(F)F